C(C)(C)(C)[C@@]1(N(C[C@H](C1)O)C(=O)N)COCC tert-butyl-(2r,4s)-2-(ethoxymethyl)-4-hydroxypyrrolidine-1-carboxamide